2-hydroxy-1-{4-[4-(2-hydroxy-2-methyl-propionyl)-benzyl]phenyl}-2-methyl-propane OC(CC1=CC=C(C=C1)CC1=CC=C(C=C1)C(C(C)(C)O)=O)(C)C